tris(tetra-aminophenyl)amine NC=1C(=C(C(=C(C1)N(C1=C(C(=C(C(=C1)N)N)N)N)C1=C(C(=C(C(=C1)N)N)N)N)N)N)N